BrC=1C=C(C=CC1)N1C(C[C@H](C1)O)=O (4R)-1-(3-bromophenyl)-4-hydroxypyrrolidin-2-one